COC(=O)C1=NC(=NC=C1)N1CC2(C1)CN(CC2)S(=O)(=O)C2=CC=C(C=C2)C=2SC=CC2 2-(6-((4-(thiophen-2-yl)phenyl)sulfonyl)-2,6-diazaspiro[3.4]octane-2-yl)pyrimidine-4-carboxylic acid methyl ester